NC1(CCC1)CO 1-aminocyclobutylmethanol